(2R)-2-(6-{5-chloro-2-[(oxan-4-yl)amino]pyrimidin-4-yl}-1-oxo-2,3-dihydro-1H-isoindol-2-yl)-N-cyclopentylpropanamide ClC=1C(=NC(=NC1)NC1CCOCC1)C1=CC=C2CN(C(C2=C1)=O)[C@@H](C(=O)NC1CCCC1)C